4-(3-Chloro-2-fluoro-6-methoxyphenyl)-N-(4-(2-hydroxyethyl)-5-oxo-4,5-dihydro-1,3,4-thiadiazol-2-yl)-6-methylnicotinamide ClC=1C(=C(C(=CC1)OC)C1=CC(=NC=C1C(=O)NC=1SC(N(N1)CCO)=O)C)F